NC1=NC(N(C=C1)[C@@H]1O[C@@H]([C@H](C1(F)F)O)CO)=O 4-amino-1-[(2R,4R,5R)-3,3-difluoro-4-hydroxy-5-(hydroxymethyl)oxacyclopentan-2-yl]pyrimidin-2-one